N(=C=O)CC1=C(C=CC=C1)CC isocyanatomethylethylbenzene